FC1(CN(C[C@H](C1)N1C(CCC1=O)C)C(=O)OC1=CC=C(C=C1)C(F)(F)F)F 4-(trifluoromethyl)phenyl (5S)-3,3-difluoro-5-(2-methyl-5-oxopyrrolidin-1-yl)piperidine-1-carboxylate